(21Z,24Z)-3-(2-hydroxyethyl)-11,11-dimethyl-9-(((9Z,12Z)-octadeca-9,12-dien-1-yl)oxy)-10,12-dioxa-3-aza-11-silatriaconta-21,24-dien-1-ol OCCN(CCO)CCCCCC(O[Si](OCCCCCCCC\C=C/C\C=C/CCCCC)(C)C)OCCCCCCCC\C=C/C\C=C/CCCCC